C(#N)C1(CC(C1)NC(OC(C)(C)C)=O)C tert-Butyl N-(3-cyano-3-methylcyclobutyl)carbamate